2-bromo-6-fluoro-3-trifluoromethyl-phenylamine BrC1=C(C(=CC=C1C(F)(F)F)F)N